eicosyl peroxide C(CCCCCCCCCCCCCCCCCCC)OOCCCCCCCCCCCCCCCCCCCC